3-((1H-indazol-4-yl)methyl)-5-methyl-7-((6-methylpyridin-2-yl)methyl)-5,7-dihydro-3H-pyrrolo[2,3-d:4,5-d']dipyridazine-4,6-dione N1N=CC2=C(C=CC=C12)CN1N=CC2=C(C1=O)N(C1=C2C=NN(C1=O)CC1=NC(=CC=C1)C)C